(2-(trifluoromethyl)-1H-benzo[d]imidazol-4-yl)methanone FC(C1=NC2=C(N1)C=CC=C2C=O)(F)F